C(C1=CC=CC=C1)O[C@H]1C[C@H](C1)N1N=CC(=C1)I 1-((cis)-3-(benzyloxy)cyclobutyl)-4-iodo-1H-pyrazole